OCC=1N=CC(=NC1)C(=O)N 5-(hydroxymethyl)pyrazine-2-carboxamide